FC1(CCC(CC1)[C@H](NC(=O)C1=NON=C1C)C=1N=C2N(N=CC(=C2)CN2C(NCC2)=O)C1)F (S)-N-((4,4-Difluorocyclohexyl)(7-((2-oxoimidazolidin-1-yl)methyl)imidazo[1,2-b]pyridazin-2-yl)methyl)-4-methyl-1,2,5-oxadiazole-3-carboxamide